FC(C1=NOC(=C1)C1=C(C=CC=C1OC1=NC=C(C=N1)OC(F)(F)F)F)F 3-(difluoromethyl)-5-[2-fluoro-6-[5-(trifluoromethoxy)pyrimidin-2-yl]oxy-phenyl]isoxazole